C1(CCCCC1)[Si](O[Si](O[SiH2]C=C(C)C)(O[SiH2]C=C(C)C)C1CCCCC1)(O[SiH2]C=C(C)C)O[SiH2]C=C(C)C 1,3-dicyclohexyl-1,1,3,3-tetrakis(dimethylvinylsiloxy)disiloxane